N-(3-(5-cyano-2-methoxyphenyl)-1-((1-hydroxycyclopentyl)methyl)-1H-pyrazol-4-yl)pyrazolo[1,5-a]pyrimidine-3-carboxamide C(#N)C=1C=CC(=C(C1)C1=NN(C=C1NC(=O)C=1C=NN2C1N=CC=C2)CC2(CCCC2)O)OC